7-((benzylamino)methyl)-N-(3-((1s,3s)-3-(cyanomethyl)-1-(4-methyl-4H-1,2,4-triazol-3-yl)cyclobutyl)phenyl)-1H-pyrrolo[3,2-b]pyridine-5-carboxamide C(C1=CC=CC=C1)NCC1=C2C(=NC(=C1)C(=O)NC1=CC(=CC=C1)C1(CC(C1)CC#N)C1=NN=CN1C)C=CN2